ClC1=C(C=CC(=C1)[N+](=O)[O-])N1C(COCC1)=O 4-(2-chloro-4-nitrophenyl)-morpholine-3-one